ClC=1C=CC2=C(C3=C(O2)C=CC2=C3OC3=C2C=CC=C3)C1 2-Chloro-Benzo[1,2-b:3,4-b']bisbenzofuran